2,4,6-trimethylanilinium tetrakis(perfluoronaphthyl)borate FC1=C(C2=C(C(=C(C(=C2C(=C1F)F)F)F)F)F)[B-](C1=C(C(=C(C2=C(C(=C(C(=C12)F)F)F)F)F)F)F)(C1=C(C(=C(C2=C(C(=C(C(=C12)F)F)F)F)F)F)F)C1=C(C(=C(C2=C(C(=C(C(=C12)F)F)F)F)F)F)F.CC1=C([NH3+])C(=CC(=C1)C)C